ethyl 4-[(2-methoxyphenyl)amino]-3-quinolinecarboxylate COC1=C(C=CC=C1)NC1=C(C=NC2=CC=CC=C12)C(=O)OCC